N-(isopropyl)-2,2-diisopropylbutanamide C(C)(C)NC(C(CC)(C(C)C)C(C)C)=O